7-chloro-2-oxo-2H-Chromene-3-carboxylic acid ClC1=CC=C2C=C(C(OC2=C1)=O)C(=O)O